C1(CC1)NC=1N=CC=2C(N1)=C(C(N(C2)C2=CC1=CN(N=C1C=C2)C)=O)C2=CC=C(C=C2)OC(F)F 2-(cyclopropylamino)-8-(4-(difluoromethoxy)phenyl)-6-(2-methyl-2H-indazol-5-yl)pyrido[4,3-d]pyrimidin-7(6H)-one